methoxyethoxytetraphenyldisiloxane COCCO[SiH](O[Si](C1=CC=CC=C1)(C1=CC=CC=C1)C1=CC=CC=C1)C1=CC=CC=C1